N-{6-[(2-chloro-5-fluorophenyl)carbonyl]-5-cyano-1-(2,2-difluoroethyl)-2-oxo-2,4-dihydro-1H-benzo[d][1,3]oxazin-7-yl}-5-fluoro-3-(trifluoromethyl)benzamide ClC1=C(C=C(C=C1)F)C(=O)C1=C(C2=C(N(C(OC2)=O)CC(F)F)C=C1NC(C1=CC(=CC(=C1)F)C(F)(F)F)=O)C#N